ethyl 2-{2-[(tert-butoxycarbonyl) amino] ethyl}-8-methyl-4,5-dihydro-2H-furo[2,3-g]indazole-7-carboxylate C(C)(C)(C)OC(=O)NCCN1N=C2C3=C(CCC2=C1)OC(=C3C)C(=O)OCC